O1C[C@@H](OC2=NC=CC=C21)C2=CC=C(CN1CC3C(C1)CN(C3)C(=O)N)C=C2 5-[(S)-4-(2,3-Dihydro-[1,4]dioxino[2,3-b]pyridin-3-yl)-benzyl]-hexahydro-pyrrolo[3,4-c]pyrrole-2-carboxylic acid amide